(E)-3-((dimethylamino)methylene)-2-methyl-4-oxopyrrolidine-1-carboxylate CN(C)\C=C\1/C(N(CC1=O)C(=O)[O-])C